C(C)(C)(C)OC(=O)N[C@@H](C(=O)O)CC1=CC=CC=C1.[N] nitrogen (R)-2-((tert-butoxycarbonyl)amino)-3-phenylpropionic acid